2-(1-(4-cyanophenyl)-1H-pyrazol-4-yl)-N-(5-cyclopropyl-1H-pyrazol-3-yl)propanamide C(#N)C1=CC=C(C=C1)N1N=CC(=C1)C(C(=O)NC1=NNC(=C1)C1CC1)C